1-(styryl)-4-(p-methylphenyl)-5-amino-1,2,3-triazole C(=CC1=CC=CC=C1)N1N=NC(=C1N)C1=CC=C(C=C1)C